trans-4-(2-Amino-2-methylpropanoyl)-N-(1-(4-(2-(((3-aminocyclohexyl)methyl)(ethyl)amino)propyl)phenyl)-2-oxo-1,2-dihydropyrimidin-4-yl)piperazine-1-carboxamide hydrochloride salt Cl.NC(C(=O)N1CCN(CC1)C(=O)NC1=NC(N(C=C1)C1=CC=C(C=C1)CC(C)N(CC)C[C@@H]1C[C@H](CCC1)N)=O)(C)C